COC=1C=C(C=CC1)S(=O)(=O)OC1=CC=C(C=C1)NC(NC1=CC=C(C=C1)OS(=O)(=O)C1=CC(=CC=C1)OC)=O bis-[4-(m-methoxybenzenesulfonyloxy)phenyl]urea